C(CCC)B(CCCC)CCCC tri(n-butyl)borane